BrC=1C=CC(=C(C1)S(=O)(=O)NC=1C(=C(C(=O)O)C=C(C1)C1CC1)O)NCC1CC1 3-((5-Bromo-2-((cyclopropylmethyl)amino)phenyl)sulfonamido)-5-cyclopropyl-2-hydroxybenzoic acid